((4-Cyano-3-(trifluoromethyl)phenyl)-carbamoyl)(3-(4-(4,6-dimethylpyrimidin-5-yl)benzyl)-1,2,3-oxadiazol-3-ium-5-yl)amide C(#N)C1=C(C=C(C=C1)NC(=O)[N-]C1=C[N+](=NO1)CC1=CC=C(C=C1)C=1C(=NC=NC1C)C)C(F)(F)F